N1=CC(=CC=C1)CNC(NC1=CC=C(C=C1)S(=O)(=O)C=1C=CC=C2C=CC=NC12)=O 3-(pyridin-3-ylmethyl)-1-[4-(quinoline-8-sulfonyl)phenyl]urea